2-Chloro-5-(trifluoro-methyl)pyridine ClC1=NC=C(C=C1)C(F)(F)F